C(C)C=1C=C(C=C2C=NC(=NC12)N[C@@H]1CNCCC1)C1=CC=C2C(=NC=NN21)NS(=O)(=O)CC2=CC=CC=C2 (S)-N-(7-(8-ethyl-2-(piperidin-3-ylamino)quinazolin-6-yl)pyrrolo[2,1-f][1,2,4]triazin-4-yl)-1-phenylmethanesulfonamide